FC1=C(C(=C(C(=C1C[B-](CC1=C(C(=C(C(=C1F)F)F)F)F)(CC1=C(C(=C(C(=C1F)F)F)F)F)CC1=C(C(=C(C(=C1F)F)F)F)F)F)F)F)F.C(C)(=O)NC1=CC=C(C=C1)[SH2+] 4-acetamidophenylsulfonium tetrakis(pentafluorobenzyl)borate